1-(3-chloropyridin-4-yl)methanamine ClC=1C=NC=CC1CN